C1(=CC=CC=C1)N1C(=CC=C1)CNCCCC N-((1-phenyl-1H-pyrrol-2-yl)methyl)butan-1-amine